2-(2,6-dioxo-3-piperidinyl)-5-[4-[[4-fluoro-4-[2-[(2S)-2-methylpiperazin-1-yl]ethyl]-1-piperidinyl]methyl]-1-piperidinyl]isoindoline-1,3-dione O=C1NC(CCC1N1C(C2=CC=C(C=C2C1=O)N1CCC(CC1)CN1CCC(CC1)(CCN1[C@H](CNCC1)C)F)=O)=O